7-oxo-1,4,6,7-tetrahydrospiro[indazole-5,4'-piperidine] O=C1CC2(CCNCC2)CC=2C=NNC12